CC1(COC1)N 3-methyloxetane-3-amine